(S)-N'-(2-cyclopropyl-4-(difluoromethoxy)-6-isopropylphenylcarbamoyl)-4-((dimethylamino)methyl)-benzene-sulfonimidamide C1(CC1)C1=C(C(=CC(=C1)OC(F)F)C(C)C)NC(=O)N=[S@@](=O)(N)C1=CC=C(C=C1)CN(C)C